C1(CC1)[C@@H](C(=O)N1[C@@H]([C@H]2C([C@H]2C1)(C)C)C(=O)N[C@H](CO)C(C)C)NC(C(F)(F)F)=O (1R,2S,5S)-3-((S)-2-cyclopropyl-2-(2,2,2-trifluoroacetamido)acetyl)-N-((S)-1-hydroxy-3-methylbutan-2-yl)-6,6-dimethyl-3-azabicyclo[3.1.0]hexane-2-carboxamide